4-methylhexahydro-1H-pyrrolizin-4-ium C[N+]12CCCC2CCC1